1-(dec-2-yl)15-(heptadec-9-yl)8-oxopentadecane CC(CCCCCCCC)CCCCCCCC(CCCCCCCC(CCCCCCCC)CCCCCCCC)=O